tert-butyl 3-(2'-(methylthio)-5',8'-dihydro-2H,6'H-spiro[acenaphthylene-1,7'-quinazolin]-4'-yl)-3,6-diazabicyclo[3.1.1]heptane-6-carboxylate CSC1=NC=2CC3(CCC2C(=N1)N1CC2N(C(C1)C2)C(=O)OC(C)(C)C)CC2=CC=CC1=CC=CC3=C21